OC[C@@H](C(=O)O)C (S)-2-hydroxymethylpropionic acid